FC1(C[C@@H](CC1)CN1N=CC(=C1)C=1C(=NC(=CC1)C)C1=CC=C2C=CC=NC2=C1)F |o1:3| (R or S)-7-(3-(1-((3,3-difluorocyclopentyl)methyl)-1H-pyrazol-4-yl)-6-methylpyridin-2-yl)quinoline